ClC1=CC2=C(N(C=N2)[C@H]2[C@H](O)[C@H](O)[C@H](O2)CO)C=C1Cl 5,6-dichloro-1-β-D-ribofuranosylbenzimidazole